CN1S(C2=C(C1=O)C=CC(=C2)[N+](=O)[O-])(=O)=O 2-Methyl-6-nitro-1,2-benzisothiazole-3(2H)-one 1,1-dioxide